COC1=NC2=CC=CC=C2C(=C1)N Methoxyquinolin-4-amine